5-dehydro-D-sorbitol OC[C@H](O)[C@@H](O)[C@H](O)C(=O)CO